3,5-dichloro-N-(cyclobutylmethyl)aniline ClC=1C=C(NCC2CCC2)C=C(C1)Cl